2,5-dibromo-hydroquinone BrC1=C(O)C=C(C(=C1)O)Br